2-(benzylthio)-5-fluoro-4-methylpyridine C(C1=CC=CC=C1)SC1=NC=C(C(=C1)C)F